1-{[(3R,4R)-4-methoxypyrrolidin-3-yl]methoxy}-7-(propan-2-yloxy)isoquinoline-6-carboxamide CO[C@@H]1[C@H](CNC1)COC1=NC=CC2=CC(=C(C=C12)OC(C)C)C(=O)N